5,6-dimethyl-4-hydroxybenzaldehyde CC=1C(=CC=C(C=O)C1C)O